2-[4-[8-Chloro-7-[2-methyl-3-(2-trimethylsilylethoxymethyl)benzimidazol-5-yl]oxy-quinoxalin-2-yl]pyrazol-1-yl]-N-(2-hydroxyethyl)acetamide ClC=1C(=CC=C2N=CC(=NC12)C=1C=NN(C1)CC(=O)NCCO)OC1=CC2=C(N=C(N2COCC[Si](C)(C)C)C)C=C1